(3-(5-allyl-2-(trifluoromethoxy)phenyl)isooxazole-5-yl)methanol C(C=C)C=1C=CC(=C(C1)C1=NOC(=C1)CO)OC(F)(F)F